2-amino-N-((5-(1,1-difluoroethyl)pyridin-2-yl)methyl)-N',3-dimethyl-N'-(pyrimidin-2-yl)quinoline-6-carbohydrazide NC1=NC2=CC=C(C=C2C=C1C)C(=O)N(N(C1=NC=CC=N1)C)CC1=NC=C(C=C1)C(C)(F)F